zirconium tri-butoxide [O-]CCCC.[O-]CCCC.[O-]CCCC.[Zr+3]